n-{(1s)-4-[bis(2-chloroethyl)amino]-1-methylbutyl}-n-(6-chloro-2-methoxy-9-acridinyl)amine CCN(CCC[C@H](C)NC1=C2C=C(C=CC2=NC3=C1C=CC(=C3)Cl)OC)CCCl